3(S)-[[(1S)-5-amino-1-carboxypentyl]amino]-2,3,4,5-tetrahydro-2-oxo-1H-1-benzazepine-1-ethanoic acid NCCCC[C@@H](C(=O)O)N[C@@H]1C(N(C2=C(CC1)C=CC=C2)CC(=O)O)=O